ClC=1C=NN(C(C1)=O)COC(=O)C=1C=CC2=C(N(C=N2)CC2OCC2)C1 ((4-chloro-6-oxopyridazin-1(6H)-yl) methyl)-1-(oxetan-2-ylmethyl)-1H-benzo[d]imidazole-6-carboxylate